1-((5-chloro-6-(isoxazol-3-ylmethoxy)-1H-indol-2-yl)methyl)-3-methylurea ClC=1C=C2C=C(NC2=CC1OCC1=NOC=C1)CNC(=O)NC